CC(=O)OC1=CC=C(C=C1)N=CC2=CC=C(C=C2)OC N-(4-methoxybenzylidene)-4-acetoxyaniline